5-(tert-butyl)-7-bromo-2-phenylbenzoxazole C(C)(C)(C)C=1C=C(C2=C(N=C(O2)C2=CC=CC=C2)C1)Br